(R)-7-chloro-3-(3,3-difluorobutyl)-8-methoxy-5-phenyl-2,3,4,5-tetrahydropyrido[2,3-f][1,2,5]thiadiazepine 1,1-dioxide ClC=1C(=CC2=C(N(C[C@H](NS2(=O)=O)CCC(C)(F)F)C2=CC=CC=C2)N1)OC